3-fluoropropyl 2-{[6-(cyclopropylmethoxy)-5-(3,3-difluoroazetidin-1-yl)pyridine-2-carbonyl] amino}-2-ethylbutanoate C1(CC1)COC1=C(C=CC(=N1)C(=O)NC(C(=O)OCCCF)(CC)CC)N1CC(C1)(F)F